CC1=CC(=NC=C1C#CC1=C(C=CC=C1)NS(=O)(=O)C=1C(=CC=C2C=CC=NC12)C)C(=O)OC methyl 4-methyl-5-{2-[2-(7-methylquinoline-8-sulfonamido)phenyl]ethynyl}pyridine-2-carboxylate